FC1=CC=CC=2N=C(SC21)N(CCN2CCCC2)CC2=CC=C(C=C2)C#CC(=O)O 3-(4-(((7-fluorobenzo[d]thiazol-2-yl)(2-(pyrrolidin-1-yl)ethyl)-amino)methyl)phenyl)propiolic acid